N=1C=CN2C1C=CC(=C2)C2=CNC=1N=C(N=CC12)NC1C(CCCC1)(O)C ((5-(imidazo[1,2-a]pyridin-6-yl)-7H-pyrrolo[2,3-d]pyrimidin-2-yl)amino)-1-methylcyclohexan-1-ol